OC1=C(C=C(C=C1)\C=N\NCCC(=O)O)OC 3-[(2E)-2-[(4-hydroxy-3-methoxy-phenyl)methylene]hydrazino]propionic acid